glycerol monohexadecenoate C(C=CCCCCCCCCCCCCC)(=O)OCC(O)CO